4-[6-fluoro-1-[(3R)-2,6-dioxo-3-piperidinyl]indolin-5-yl]piperidine-1-carboxylic acid tert-butyl ester C(C)(C)(C)OC(=O)N1CCC(CC1)C=1C=C2CCN(C2=CC1F)[C@H]1C(NC(CC1)=O)=O